FC1=CC(=C(C(=O)N(C)OC)C=C1)OCCOC 4-fluoro-N-methoxy-2-(2-methoxyethoxy)-N-methyl-benzamide